FC(C(=O)O)(F)F.NC1=NC(=NC=C1)C1=[N+](C=CC=C1)[O-] (4-aminopyrimidin-2-yl)pyridine-1-oxide trifluoroacetate salt